CNC(NCCC[Si](OCC)(OCC)OCC)=O 3-(3-methylureido)propyltriethoxysilane